4,4,5,5-tetramethyl-2-(2-methylprop-1-en-1-yl)-1,3,2-dioxaborolan CC1(OB(OC1(C)C)C=C(C)C)C